4-(2,6-Dioxo-4-phenyl-3,6-dihydropyrimidin-1(2H)-yl)-5-methoxy-2-(2-methylphenoxy)benzonitrile O=C1N(C(C=C(N1)C1=CC=CC=C1)=O)C1=CC(=C(C#N)C=C1OC)OC1=C(C=CC=C1)C